C(CCC)NC=1C2=C(N=C(N1)N)C=NN2CC2=C(C=CC(=C2)CN2CC1CNCC1C2)OC N7-butyl-1-{[2-methoxy-5-({octahydropyrrolo[3,4-c]-pyrrol-2-yl}methyl)phenyl]-methyl}-1H-pyrazolo[4,3-d]pyrimidine-5,7-diamine